4-(3-azidopropyl)-N,N-dimethylbenzenesulfonamide N(=[N+]=[N-])CCCC1=CC=C(C=C1)S(=O)(=O)N(C)C